OC=1C(=CC2=CN(N=C2C1)C1CCN(CC1)CC1CCC2(CCN(CC2)C(=O)OC(C)(C)C)CC1)[N+](=O)[O-] Tert-butyl 9-((4-(6-hydroxy-5-nitro-2H-indazol-2-yl) piperidin-1-yl) methyl)-3-azaspiro[5.5]undecane-3-carboxylate